C(C1=CC=CC=C1)(=O)NCC(=O)N[C@@H](CCCCNCC(C1=NC2=CC=CC=C2N=C1C)O)C(=O)O N-benzoylglycyl-N6-[2-hydroxy-2-(3-methylquinoxalin-2-yl)ethyl]lysine